C([C@H]([C@H]([C@@H](C=O)O)O)O)OP(=O)(O)O The molecule is the 5-phospho derivative of D-arabinose. It is an intermediate in the synthesis of lipopolysaccharides. It is a conjugate acid of an aldehydo-D-arabinose 5-phosphate(2-).